(S)-2,2-difluoro-6-(5-fluoro-6-(2,2,2-trifluoroethoxy)pyridin-3-yl)-7-((5-methoxy-7-methyl-1H-indol-4-yl)methyl)-7-azaspiro[3.5]nonane FC1(CC2(C1)C[C@H](N(CC2)CC2=C1C=CNC1=C(C=C2OC)C)C=2C=NC(=C(C2)F)OCC(F)(F)F)F